N-[(1R,3s,5S)-8-Azabicyclo[3.2.1]octan-3-yl]-5-(5-bromopyrimidin-2-yl)-N-methyl[1,3]thiazolo[5,4-d][1,3]thiazol-2-amin Hydrochlorid Cl.[C@H]12CC(C[C@H](CC1)N2)N(C=2SC=1N=C(SC1N2)C2=NC=C(C=N2)Br)C